3-[(2,4-Diiodophenoxymethylthio)methyl]-1H-1,2,4-triazole-5(4H)-thione IC1=C(OCSCC2=NNC(N2)=S)C=CC(=C1)I